tin-calcium-zinc [Zn].[Ca].[Sn]